C1(CCCCC1)C1=C(N(C=2N=C(N=C(C21)N)C2=CC=CC=C2)S(=O)(=O)C2=CC=C(C)C=C2)C cyclohexyl-6-methyl-2-phenyl-7-tosyl-7H-pyrrolo[2,3-d]pyrimidin-4-amine